C1(CCC1)N(C(C(=O)OCC)=O)CC(C)=O ethyl 2-(cyclobutyl(2-oxopropyl)amino)-2-oxoacetate